2-(6-(((R)-1-(3-(difluoromethyl)-2-fluorophenyl)ethyl)amino)-5-(1,3-dioxolan-2-yl)-2-methoxypyrimidin-4-yl)-N-(pyridin-3-yl)propionamide FC(C=1C(=C(C=CC1)[C@@H](C)NC1=C(C(=NC(=N1)OC)C(C(=O)NC=1C=NC=CC1)C)C1OCCO1)F)F